C(CCCCCO)O 1,6-hexylene glycol